C(CN1C(=NC2=C1C=CC(=C2OC)C(=O)N)C2=C(C(=CC=C2)Cl)C=2N=NNN2)N2C(=NC1=C2C=CC(=C1OC)C(=O)N)C1=C(C(=CC=C1)Cl)C=1N=NNN1 1,1'-(Ethane-1,2-diyl)bis(2-(3-chloro-2-(2H-tetrazol-5-yl)phenyl)-4-methoxy-1H-benzo[d]imidazole-5-carboxamide)